(S)-6-(5-aminopyrimidin-2-yl)-7-fluoro-2-(4-((6-oxo-5-(trifluoromethyl)-1,6-dihydropyridazin-4-yl)amino)pentyl)isoquinolin-1(2H)-one NC=1C=NC(=NC1)C=1C=C2C=CN(C(C2=CC1F)=O)CCC[C@H](C)NC=1C=NNC(C1C(F)(F)F)=O